CCCCCCC(CCCCCCCCCCC(=O)[O-])OP(=O)([O-])[O-] The molecule is an organophosphate oxoanion obtained by deprotonation of the carboxy and phosphate OH groups of 12-(phosphonooxy)octadecanoic acid; major species at pH 7.3. It is an organophosphate oxoanion and a monocarboxylic acid anion. It is a conjugate base of a 12-(phosphonooxy)octadecanoic acid.